(Z)-1,2,3,4,5-pentafluoro-6-(4-methoxystyryl)benzene FC1=C(C(=C(C(=C1\C=C/C1=CC=C(C=C1)OC)F)F)F)F